C(=O)(O)C(CCCC[NH-])CCCCCCCCCCC 5-carboxycetyl-amide